methyl 2-formyl-5-methoxy-1-methyl-6-oxo-1,6-dihydropyrimidine-4-carboxylate C(=O)C=1N(C(C(=C(N1)C(=O)OC)OC)=O)C